trans-5-fluoro-1-((4-((S)-3-(5-methylfuran-3-yl)isoxazolidine-2-carbonyl)cyclohexyl)methyl)-1H-benzo[d]imidazole-6-carbonitrile FC1=CC2=C(N(C=N2)C[C@@H]2CC[C@H](CC2)C(=O)N2OCC[C@H]2C2=COC(=C2)C)C=C1C#N